(S)-2-((4-((6-((4-chloro-2-fluorophenoxy)methyl)pyridin-2-yl)oxy)piperidin-1-yl)methyl)-1-(oxetane-2-ylmethyl)-1H-benzo[d]imidazole-6-carboxylic acid methyl ester COC(=O)C=1C=CC2=C(N(C(=N2)CN2CCC(CC2)OC2=NC(=CC=C2)COC2=C(C=C(C=C2)Cl)F)C[C@H]2OCC2)C1